NC=1N=C(C2=C(N1)NC(=C2)C)C=2C(=C(C=CC2)N2C(C1=C(C=C(C=C1C=C2)C2CC2)F)=O)CO 2-[3-(2-amino-6-methyl-7H-pyrrolo[2,3-d]pyrimidin-4-yl)-2-(hydroxymethyl)phenyl]-6-cyclopropyl-8-fluoroisoquinolin-1(2H)-one